3,4-dichlorobenzyl-4-oxo-1,4-dihydroquinoline-3-carboxylic acid ethyl ester C(C)OC(=O)C1=CN(C2=CC=CC=C2C1=O)CC1=CC(=C(C=C1)Cl)Cl